N[C@H]1[C@@H]2N(C[C@H]1CC2)C(=O)C2=CC1=C(N(C(=N1)C=1N(C3=C(C=CC=C3C1)C1CCN(CC1)C(CC#N)=O)CC1CC1)C)C(=C2)OC 3-(4-(2-(5-((1R,4R,7R)-7-Amino-2-azabicyclo[2.2.1]heptan-2-carbonyl)-7-methoxy-1-methyl-1H-benzo[d]imidazol-2-yl)-1-(cyclopropylmethyl)-1H-indol-7-yl)piperidin-1-yl)-3-oxopropannitril